N1(CCNCCC1)C=1C=CC(=NC1)NC1=NC=CC(=N1)C1=C(N=C(S1)NC(C)C)C 5-(2-((5-(1,4-diazepan-1-yl)pyridin-2-yl)amino)pyrimidin-4-yl)-N-isopropyl-4-methylthiazol-2-amine